2-ethyl-4-isopropyl-6H-furo[2,3-d]pyridazin-7-one C(C)C1=CC2=C(C(NN=C2C(C)C)=O)O1